4-((2'S,3S,4'S,5'R)-1-(2-carboxybenzyl)-6-chloro-4'-(3-chloro-2-fluorophenyl)-2'-neopentyl-spiro[indoline-3,3'-pyrrolidine]-5'-carboxamido)-3-methoxybenzoic acid C(=O)(O)C1=C(CN2C[C@@]3([C@@H](N[C@H]([C@@H]3C3=C(C(=CC=C3)Cl)F)C(=O)NC3=C(C=C(C(=O)O)C=C3)OC)CC(C)(C)C)C3=CC=C(C=C23)Cl)C=CC=C1